3-[[(1R)-2,2-dimethyl-1-(5-methyl-2-furyl)propyl]amino]-4-[(5-fluoro-3-oxo-isoindolin-4-yl)amino]cyclobut-3-ene-1,2-dione CC([C@H](C=1OC(=CC1)C)NC=1C(C(C1NC1=C2C(NCC2=CC=C1F)=O)=O)=O)(C)C